3,6-Dimethyl-8-[(1R)-1-[[2-(1,3,4-oxadiazol-2-yl)-3-pyridyl]amino]ethyl]-2-phenyl-chromen-4-one CC1=C(OC2=C(C=C(C=C2C1=O)C)[C@@H](C)NC=1C(=NC=CC1)C=1OC=NN1)C1=CC=CC=C1